2-hydroxy-N-(4-(4-(6-methyl-2-(piperidin-1-yl)pyrimidin-4-yl)-1H-1,2,3-triazol-1-yl)-3-(6-azaspiro[2.5]octan-6-yl)phenyl)ethane-1-sulfonamide OCCS(=O)(=O)NC1=CC(=C(C=C1)N1N=NC(=C1)C1=NC(=NC(=C1)C)N1CCCCC1)N1CCC2(CC2)CC1